Cl.C(#N)CC(=O)N1C[C@@H]([C@@H](CC1)C)N(C=1C2=C(N=CN1)N(C=C2)C(=O)OC2CCNCCC2)C azepan-4-yl 4-(((3R,4R)-1-(2-cyanoacetyl)-4-methylpiperidin-3-yl) (methyl) amino)-7H-pyrrolo[2,3-d]pyrimidine-7-carboxylate hydrochloride